5-(4-((3-ethyl-1-(4-methoxybenzyl)-2-oxo-2,3-dihydro-1H-pyrimido[4,5,6-de]quinazolin-8-yl)methyl)piperazin-1-yl)-6-fluoro-N-methylpicolinamide C(C)N1C(N(C2=CC(=CC=3C2=C1N=CN3)CN3CCN(CC3)C=3C=CC(=NC3F)C(=O)NC)CC3=CC=C(C=C3)OC)=O